C(C)(C)(C)N1CCN(CC1)C=1C=C(C=CC1)C1=C(C(=CN=N1)C1=CC(=C(C=C1)N1C(N(C=C1)C)=O)Cl)OC 1-(4-(6-(3-(4-(tert-butyl)piperazin-1-yl)phenyl)-5-methoxypyridazin-4-yl)-2-chlorophenyl)-3-methyl-1H-imidazol-2(3H)-one